(1R,2R,5S)-5-Methyl-2-(prop-1-en-2-yl)cyclohexyl 4-nitrobenzoate [N+](=O)([O-])C1=CC=C(C(=O)O[C@H]2[C@H](CC[C@@H](C2)C)C(=C)C)C=C1